8-(2,5-difluorobenzyl)imidazo[1,2-a]pyrazine-6-carbonitrile FC1=C(CC=2C=3N(C=C(N2)C#N)C=CN3)C=C(C=C1)F